C1=CC=CC=2C3=CC=CC=C3C(C12)COC(=O)NCCOCCOCCOCCOCCOCCOCCOCCOCCOCCOCCOCCOCCC(=O)O 3-[2-[2-[2-[2-[2-[2-[2-[2-[2-[2-[2-[2-(9H-fluoren-9-ylmethoxycarbonylamino)ethoxy]ethoxy]ethoxy]ethoxy]ethoxy]ethoxy]ethoxy]ethoxy]ethoxy]ethoxy]ethoxy]ethoxy]propanoic acid